3-(4-{[(4-fluorophenyl)methyl](methyl)sulfamoyl}phenyl)-1-(pyridin-3-ylmethyl)urea FC1=CC=C(C=C1)CN(S(=O)(=O)C1=CC=C(C=C1)NC(NCC=1C=NC=CC1)=O)C